[Si](C1=CC=CC=C1)(C1=CC=CC=C1)(C(C)(C)C)OCCC1=C(OC2=C1C(=CC(=C2)C(=O)OCC)OC)C=2N(C1=CC(=CC=C1C2)OC)C(=O)OC(C)(C)C tert-Butyl 2-(3-(2-((tert-butyldiphenylsilyl)oxy)ethyl)-6-(ethoxycarbonyl)-4-methoxybenzofuran-2-yl)-6-methoxy-1H-indole-1-carboxylate